NC1=C(OC2CCN(CC2)C(CNC(=O)C2=NNC(=C2)C2=CC=CC=C2)=O)C=CC=C1 5-Phenyl-1H-pyrazole-3-carboxylic acid {2-[4-(2-amino-phenoxy)-piperidin-1-yl]-2-oxo-ethyl}-amide